OC(CCOC1=NC(=NC(=C1)C1=C(C=CC=C1)CC(C)C)NS(=O)(=O)C=1C=NN(C1)C)(C)C N-[4-(3-hydroxy-3-methyl-butoxy)-6-(2-isobutylphenyl)pyrimidin-2-yl]-1-methyl-pyrazole-4-sulfonamide